FC(C=1N=CC=2N(C1)C(=CN2)C2=NC=CC(=N2)N2CC1CCC(CC1C2)O)F 2-(2-(6-(difluoromethyl)imidazo[1,2-a]pyrazin-3-yl)pyrimidin-4-yl)octahydro-1H-isoindol-5-ol